5-[6-(dimethylamino)-2,5-difluoro-3-pyridinyl]-1-methyl-imidazole-2-carboxamide CN(C1=C(C=C(C(=N1)F)C1=CN=C(N1C)C(=O)N)F)C